ClC1=NS(C2=C1C=C(C=C2)C)(=O)=O 3-chloro-5-methyl-1,2-benzothiazol-1,1-dioxide